4-Amino-7-cyclopropyl-1-(pyrazin-2-yl)quinazolin-2(1H)-one NC1=NC(N(C2=CC(=CC=C12)C1CC1)C1=NC=CN=C1)=O